3-bromo-4-(2,4-difluorophenoxy)pyridine 1-oxide BrC=1C=[N+](C=CC1OC1=C(C=C(C=C1)F)F)[O-]